FC(COC=1C=C2C=CC(=NC2=C(C1)C)C=1OC2=C(C1C)C=CC=C2)F 6-(2,2-Difluoroethoxy)-8-methyl-2-(3-methyl-1-benzofuran-2-yl)quinoline